N2-(4-(2,6-dimethylmorpholino)-2-methylphenyl)spiro[3.3]heptane-2,6-diamine CC1OC(CN(C1)C1=CC(=C(C=C1)NC1CC2(C1)CC(C2)N)C)C